ClC1=CC=C(C=C1)N1C(=NN=C1S)CCCO 3-(4-(4-chlorophenyl)-5-mercapto-4H-1,2,4-triazol-3-yl)propan-1-ol